N(=[N+]=[N-])C1=CC2=CC=C(C(=C2CC1)OCC1=CC=CC=C1)OCC1=CC=CC=C1 2-azido-5,6-bis(benzyloxy)-3,4-dihydronaphthalen